N1CCC(CC1)CCNC(OCC1=CC=CC=C1)=O Benzyl (2-(piperidin-4-yl)ethyl)carbamate